C1(=CC(=CC=C1)N(C1=CC=C(C=C1)C1=CC=C(N(C2=CC=CC=C2)C=2C=C(C=CC2)C)C=C1)C1=CC=CC=C1)C N,N'-bis-(3-tolyl)-N,N'-bis-phenyl-benzidine